BrC1=C2C=NN(C2=CC=C1)[C@H]1CN(CC1)C(=O)OC(C)(C)C tert-Butyl (R)-3-(4-bromo-1H-indazol-1-yl)pyrrolidine-1-carboxylate